C(C=CC=CC=CCC)=O NONA-2,4,6-TRIENAL